ClC1=C(C=CC=C1)NC=1C=C2C=NN(C2=CC1)C=1C=C(SC1)C(=O)NC=1N(CCN1)C 4-(5-((2-chlorophenyl)amino)-1H-indazol-1-yl)-N-(1-methyl-4,5-dihydro-1H-imidazol-2-yl)thiophene-2-carboxamide